C1(CCCCC1)[C@@H](C(NC1=CC2=C(C=N1)C1(CCOCC1)C(N2)=O)=O)NC(=O)C=2C(=NOC2)C N-{(1S)-1-Cyclohexyl-2-oxo-2-[(2-oxospiro[1H-pyrrolo[3,2-c]-pyridine-3,4'-oxane]-6-yl)-amino]ethyl}-3-methylisoxazole-4-carboxamide